[Br].C(CCCCCCCCCCC)N1CN(C=C1)CCCCCCCCCCCCCC 1-dodecyl-3-tetradecyl-imidazole bromine salt